C(C(=C)C)(=O)OCCC[Si](CC)(CC)CC (methacryloyloxy)propyltriethylsilane